ethylene glycol bis(4-carboxyphenyl) ether C(=O)(O)C1=CC=C(C=C1)OCCOC1=CC=C(C=C1)C(=O)O